2-BROMO-4-CHLORO-5-METHOXYBENZOIC ACID BrC1=C(C(=O)O)C=C(C(=C1)Cl)OC